FC1CN(CC1)CC1=CC(=C(C(=C1)C)N1C=NC(=C1)NC=1N=CC(=NC1)C#N)C 5-((1-(4-((3-Fluoropyrrolidin-1-yl)methyl)-2,6-dimethylphenyl)-1H-imidazol-4-yl)amino)pyrazine-2-carbonitrile